4-[4-(7-chloroindol-1-yl)-2,6-difluoro-N-methyl-anilino]butyric acid ClC=1C=CC=C2C=CN(C12)C1=CC(=C(N(C)CCCC(=O)O)C(=C1)F)F